(R,E)-5-(2-(6-(1H-imidazol-1-yl)pyridin-3-yl)vinyl)-2-(3-((fluoromethoxy)methyl)-4-(pyrimidin-2-yl)piperazin-1-yl)pyrimidine N1(C=NC=C1)C1=CC=C(C=N1)/C=C/C=1C=NC(=NC1)N1C[C@@H](N(CC1)C1=NC=CC=N1)COCF